2-[2-chloro-4-(2,4-dichlorobenzyloxy)phenyl]-1-(1H-1,2,4-triazol-1-yl)propan-2-ol zinc [Zn].ClC1=C(C=CC(=C1)OCC1=C(C=C(C=C1)Cl)Cl)C(CN1N=CN=C1)(C)O